C(CC)OC1=C(C(=C(C=C1)[SiH2]C1=C(C=CC=C1)C(=C)C)OCCC)OCCC tripropoxyphenyl-(2-isopropenylphenyl)silane